CC(CCCCCCCCC(C#C)O)(C)C trimethyl-1-dodecyn-3-ol